CN1CCN(CC1)C=1C=CC=2N(C1)C(=CN2)N2CCCC2 1-(6-(4-methylpiperazin-1-yl)imidazo[1,2-a]pyridin-3-yl)pyrrolidin